ethyl 1-(3-(1,3-dioxoisoindolin-2-yl) propyl)-1H-pyrazole-4-carboxylate O=C1N(C(C2=CC=CC=C12)=O)CCCN1N=CC(=C1)C(=O)OCC